1-(2,6-dichloropyrimidin-4-yl)cyclohexan-1-ol ClC1=NC(=CC(=N1)C1(CCCCC1)O)Cl